C(CCCCCCCCCCCCCCCCCCCCCCCC=CCCCC)(=O)O 25-Triacontenoic acid